7-ethyl-4-(3-(6-(ethylsulfanyl)-2,5-difluoropyridin-3-yl)-4-fluorophenyl)-7H-imidazo[4,5-c]Pyridazine C(C)N1C=NC2=C1N=NC=C2C2=CC(=C(C=C2)F)C=2C(=NC(=C(C2)F)SCC)F